acrylic acid cetyl ester C(CCCCCCCCCCCCCCC)OC(C=C)=O